C(#N)C1=C(C=C(C=C1)NC([C@@](CN1N=NC(=C1)C1=CC=C(C=C1)F)(C)O)=O)C(F)(F)F (S)-N-(4-Cyano-3-(trifluoromethyl)phenyl)-3-(4-(4-fluorophenyl)-1H-1,2,3-triazol-1-yl)-2-hydroxy-2-methylpropanamide